5'-DEOXYINOSINEDIALDEHYDE [C@]1([C@](O)([C@H](O)[C@@H](C)O1)C=O)(N1C=NC=2C(O)=NC=NC12)C=O